C(C)C=1N=NN(N1)CC1=CC=C(C=C1)C=C 5-ethyl-2-(4-vinylbenzyl)-2H-tetrazole